OC(C)C=1C=C(C=C2C(C=C(OC12)N1CCC(CC1)C#N)=O)C [8-(1-hydroxyethyl)-6-methyl-4-oxo-chromen-2-yl]Piperidine-4-carbonitrile